N-((3S,4R)-4-(2-chloro-4-fluorophenyl)-1-methylpyrrolidin-3-yl)-3-(2-methylpyridin-4-yl)-1H-pyrazolo[3,4-b]pyridine-5-amide ClC1=C(C=CC(=C1)F)[C@H]1[C@@H](CN(C1)C)NC(=O)C=1C=C2C(=NC1)NN=C2C2=CC(=NC=C2)C